(S)-1-((7-Cyano-2-(3'-(3-(((S)-3-hydroxypyrrolidin-1-yl)methyl)-1,7-naphthyridin-8-ylamino)-2,2'-dimethylbiphenyl-3-yl)benzo[d]oxazol-5-yl)methyl)piperidin C(#N)C1=CC(=CC=2N=C(OC21)C=2C(=C(C=CC2)C2=C(C(=CC=C2)NC=2N=CC=C1C=C(C=NC21)CN2C[C@H](CC2)O)C)C)CN2CCCCC2